4-(cyclopentylamino)-2-((4-(1,1-dioxidoisothiazolidin-2-yl)-3-fluorophenyl)amino)-7H-pyrrolo[2,3-d]pyrimidine-5-carbonitrile C1(CCCC1)NC=1C2=C(N=C(N1)NC1=CC(=C(C=C1)N1S(CCC1)(=O)=O)F)NC=C2C#N